tert-butyl-(1s,4s)-4-(((tert-butyldimethylsilyl)oxy)methyl)cyclohexane-1-carbaldehyde C(C)(C)(C)C1(CCC(CC1)CO[Si](C)(C)C(C)(C)C)C=O